C(C)[C@H]1N(CC2=CC(=CC(=C2C1)F)C(=O)OC)C[C@@H]1OCCCC1 methyl (3R)-3-ethyl-5-fluoro-2-[[(2R)-tetrahydropyran-2-yl]methyl]-3,4-dihydro-1H-isoquinoline-7-carboxylate